2H-pyran-2,5(6H)-dione O1C(C=CC(C1)=O)=O